NC1=CC=C(C=C1)S(=O)(=O)NC1=NC=CC=C1 4-amino-N-(2-pyridyl)benzenesulfonamide